COC(C(=O)N1C(CCC(C1)C)C1=CC=C2C3(C(N(CC2=C1)C1CCN(CC1)C)=O)CC3)=O 2-(5-Methyl-2-(2'-(1-methylpiperidin-4-yl)-3'-oxo-2',3'-dihydro-1'H-spiro[cyclopropane-1,4'-isoquinoline]-7'-yl)piperidin-1-yl)-2-oxoacetic acid methyl ester